FC(C)(F)C1=CC=C(C(=N1)C)S(=O)(=O)N1CC2(C1)CN(C2)C[C@H]2COCC2 (S)-2-((6-(1,1-difluoroethyl)-2-methylpyridin-3-yl)sulfonyl)-6-((tetrahydrofuran-3-yl)methyl)-2,6-diazaspiro[3.3]heptane